7-amino-1-[(4S)-azepan-4-yl]-3-(2-fluoro-6-methyl-phenyl)-4H-pyrimido[4,5-d]pyrimidin-2-one NC1=NC=C2C(=N1)N(C(N(C2)C2=C(C=CC=C2C)F)=O)[C@@H]2CCNCCC2